(1,3-Dimethyl-azetidin-3-yl)-[3-(3-methyl-[1,2,4]triazol-1-yl)-phenyl]-(4-trifluoromethoxy-phenyl)-methanol CN1CC(C1)(C)C(O)(C1=CC=C(C=C1)OC(F)(F)F)C1=CC(=CC=C1)N1N=C(N=C1)C